2,5,7-trimethyl-1,3-benzothiazole CC=1SC2=C(N1)C=C(C=C2C)C